4-(2-fluorobenzoyl)-4-methyl-6-phenyl-5-hexynenitrile FC1=C(C(=O)C(CCC#N)(C#CC2=CC=CC=C2)C)C=CC=C1